OC1=C(C=C(C=C1)/C=C/C(=O)C1=CC=C(C=C1)O)[N+](=O)[O-] (E)-3-(4-Hydroxy-3-nitrophenyl)-1-(4-hydroxyphenyl)prop-2-en-1-one